6-Chloro-1-(4-chloro-2-isopropyl-3-pyridyl)-4-[(2S,5R)-2,5-dimethyl-4-prop-2-enoyl-piperazin-1-yl]-7-(2-fluorophenyl)pyrido[2,3-d]pyrimidin-2-one ClC1=CC2=C(N(C(N=C2N2[C@H](CN([C@@H](C2)C)C(C=C)=O)C)=O)C=2C(=NC=CC2Cl)C(C)C)N=C1C1=C(C=CC=C1)F